2,4-dioxotetrahydropteridine O=C1NC2=NCCNC2C(N1)=O